4-(7-fluoroimidazo[1,2-a]pyridin-3-yl)-7-((6-(((S)-3-methoxypyrrolidin-1-yl)methyl)-5-((S)-tetrahydrofuran-3-yl)pyridin-2-yl)amino)isoindolin-1-one FC1=CC=2N(C=C1)C(=CN2)C2=C1CNC(C1=C(C=C2)NC2=NC(=C(C=C2)[C@H]2COCC2)CN2C[C@H](CC2)OC)=O